(1-(2-((3R,5R)-3,5-Dimethylmorpholine-4-carbonyl)-4-fluorophenyl)-2-methyl-1H-pyrrolo[2,3-c]pyridin-3-yl)(piperidin-4-yl)methanone hydrochloride Cl.C[C@H]1N([C@@H](COC1)C)C(=O)C1=C(C=CC(=C1)F)N1C(=C(C=2C1=CN=CC2)C(=O)C2CCNCC2)C